5-(2-{5-[(1R,4R,7R)-7-amino-2-azabicyclo[2.2.1]heptane-2-carbonyl]-7-methoxy-1-methyl-1H-1,3-benzodiazol-2-yl}-1-(cyclopropylmethyl)-1H-indol-6-yl)-2,3-dihydro-1H-isoindol-1-one N[C@H]1[C@@H]2N(C[C@H]1CC2)C(=O)C2=CC1=C(N(C(=N1)C=1N(C3=CC(=CC=C3C1)C=1C=C3CNC(C3=CC1)=O)CC1CC1)C)C(=C2)OC